NC1=NC=C(C=C1O[C@H](C)C=1C=C(C=CC1)NC(C1=CC(=C(C=C1)C)C)=O)Cl (R)-N-(3-(1-((2-amino-5-chloropyridin-3-yl)oxy)ethyl)phenyl)-3,4-dimethylbenzamide